3-mercapto-D-valine SC([C@@H](N)C(=O)O)(C)C